3-(2,4,5-trimethylthiophen-3-yl)urea CC=1SC(=C(C1NC(N)=O)C)C